C1(CCCCC1)CCOC(CCO)O 2-cyclohexylethoxy-1,3-propanediol